O1C(=C(C=C1)C(=O)O)C(=O)O FURANEDICARBOXYLIC ACID